CC(CCCC)OC(CCCC(=O)O)=O 5-(2-hexyloxy)-5-oxo-pentanoic acid